5-(2-fluoro-6-hydroxy-3-(2-methylprop-1-en-1-yl)phenyl)-1,2,5-thiadiazolidin-3-one 1,1-dioxide FC1=C(C(=CC=C1C=C(C)C)O)N1CC(NS1(=O)=O)=O